CN1N=C(C=C1)C1=C(CNC(C=C)=O)C=CC(=C1)C=1C=NC(=CC1)C(F)(F)F N-(2-(1-methyl-1H-pyrazol-3-yl)-4-(6-(trifluoromethyl)pyridin-3-yl)benzyl)acrylamide